Cl.ClC1=CC=C(C(=O)C2=C(C(=O)O)C=C(C=C2F)C(C)(C2CCNCC2)O)C=C1 2-(4-chlorobenzoyl)-3-fluoro-5-(1-hydroxy-1-(piperidin-4-yl)ethyl)benzoic acid hydrochloride